CCC(C(=O)N)=C(C(CC(=O)C)=O)C dimethylacetoacetyl-methacrylamide